Cl.C[C@H]1N[C@@H](COC1)C (3R,5R)-3,5-dimethylmorpholine HCl salt